FC1=CC(=C(C=C1)NC1=C(C(=O)NC=2C(=NC(=CC2)OC)C)C=CC=C1)C 2-((4-fluoro-2-methylphenyl)amino)-N-(6-methoxy-2-methylpyridin-3-yl)benzamide